CN1CC2CCC(C1)N2CC=2C=CC=NC2 5-((3-methyl-3,8-diazabicyclo[3.2.1]octan-8-yl)methyl)pyridin